(R)-2-((1-(6-(dimethylamino)-2-(4,4-dimethylpiperidin-1-yl)-4-oxo-4H-chromen-8-yl)ethyl)amino)benzoic acid CN(C=1C=C2C(C=C(OC2=C(C1)[C@@H](C)NC1=C(C(=O)O)C=CC=C1)N1CCC(CC1)(C)C)=O)C